O=S1(CC(C1)NC1=C(C=CC(=C1)F)B(O)O)=O (2-((1,1-dioxidothietan-3-yl)amino)-4-fluorophenyl)boronic acid